COC1=NC2=C(C(=CC=C2C=C1C(=O)OCC)C1(CCC1)C)C(NC1=CSC=C1)=O ethyl 2-methoxy-7-(1-methylcyclobutyl)-8-(thiophen-3-ylcarbamoyl)quinoline-3-carboxylate